C(\C=C\CCCCC)OC(CCCCC#N)OC\C=C\CCCCC 6,6-bis(((E)-oct-2-en-1-yl)oxy)hexanenitrile